C(CCC)OC1=NN2C(C(=N1)N)=NC=C2CC2=C(C=C(C=C2)CN2CCCC2)F butoxy-7-(2-fluoro-4-(pyrrolidin-1-ylmethyl)benzyl)imidazo[2,1-f][1,2,4]triazin-4-amine